C1(=CC(=CC=C1)NC(CCC=C)=O)C N-(3-tolyl)pent-4-enamide